5-methyl-2-(2-chlorophenyl)-2,4-dihydro-pyrazol-3-one CC=1CC(N(N1)C1=C(C=CC=C1)Cl)=O